COC1=CC=C(CN(C2=NC(=NN3C2=NC=C3C(C=3C=CC(=NC3)OCCN(C(OC(C)(C)C)=O)C)O)OC(CCC)CCC)CC3=CC=C(C=C3)OC)C=C1 tert-butyl (2-((5-((4-(bis(4-methoxybenzyl)amino)-2-(heptan-4-yloxy)imidazo[2,1-f][1,2,4]triazin-7-yl)(hydroxy)methyl)pyridin-2-yl)oxy)ethyl)(methyl)carbamate